C(C)(C)(C)OC(C)(C)C di-tert.-butyl ether